1-(6-(3-methoxypropyl)-3-(2-methyl-2H-indazol-7-yl)pyrazin-2-yl)piperidine-4-carboxylic acid COCCCC1=CN=C(C(=N1)N1CCC(CC1)C(=O)O)C1=CC=CC2=CN(N=C12)C